FC(C=1C=C(C=CC1N)C1=CC=C(C=C1)N)(F)F 3-trifluoromethyl-4,4'-diaminobiphenyl